3-(2-methyl-butyl)-3-ethylglutarate CC(CC(CC(=O)[O-])(CC(=O)[O-])CC)CC